FC1=C(C=C(C=C1)F)C1N(CCC1)C1=NC2=C(C(=CN=C2C=C1)F)C=1C=NN(C1)C1CCNCC1 2-(2-(2,5-difluorophenyl)pyrrolidin-1-yl)-7-fluoro-8-(1-(piperidin-4-yl)-1H-pyrazol-4-yl)-1,5-naphthyridine